C1(CC1)C1=C(C(=NO1)C1=C(C=NC=C1Cl)Cl)COC12CCC(CC1)(CC2)C#CC2=CC=1N(C=C2)N=CC1 5-((4-((5-Cyclopropyl-3-(3,5-dichloropyridin-4-yl)isoxazol-4-yl)methoxy)bicyclo[2.2.2]octan-1-yl)ethynyl)pyrazolo[1,5-a]pyridin